N1C(=NC=C1)C1=NC=2C(=C3C(=NC2)N(C=C3)S(=O)(=O)C3=CC=CC=C3)N1[C@H]1CN(CC1)C(=O)NCC(F)(F)F (R)-3-(2-(1H-imidazol-2-yl)-6-(phenylsulfonyl)imidazo[4,5-d]Pyrrolo[2,3-b]Pyridin-1(6H)-yl)-N-(2,2,2-trifluoroethyl)pyrrolidine-1-carboxamide